6-(2-chloro-9-ethyl-9H-purin-6-yl)-2-methylpyridazin-3(2H)-one ClC1=NC(=C2N=CN(C2=N1)CC)C=1C=CC(N(N1)C)=O